Phenyl xylylene phosphate P1(=O)(OC2=CC=CC=C2)OCC=2C(=CC=CC2)CO1